2,5-dideoxy-2,5-imino-D-altritol N1[C@H](CO)[C@H](O)[C@H](O)[C@H]1CO